6,6-bis(oct-7-yn-1-yloxy)hexanoic acid 6-bromohexyl ester BrCCCCCCOC(CCCCC(OCCCCCCC#C)OCCCCCCC#C)=O